2-butyl-1,3-cyclohexadiene C(CCC)C1=CCCC=C1